FC(CN1C(=NC=2C1=NC(=CC2)C=2C=CN1N=C(N=C(C12)NC)NC1CCC(CC1)(O)C)C)F 4-((5-(3-(2,2-Difluoroethyl)-2-methyl-3H-imidazo[4,5-b]pyridin-5-yl)-4-(methylamino)pyrrolo[2,1-f][1,2,4]triazin-2-yl)amino)-1-methylcyclohexan-1-ol